C(C)N1C(C(=CC=C1)CCN1C(C2=CC=CC=C2C1=O)=O)=O 2-(2-(1-ethyl-2-oxo-1,2-dihydropyridin-3-yl)ethyl)isoindoline-1,3-dione